C(C)N1N=C(C=C1Br)Br 1-ethyl-3,5-dibromopyrazole